(±)-trans-2-(methoxymethyl)cyclopropylboronic acid COC[C@H]1[C@@H](C1)B(O)O |r|